methyl 5-chloropyrazolo[1,5-a]pyridine-2-carboxylate ClC1=CC=2N(C=C1)N=C(C2)C(=O)OC